C(C1=CC=CC=C1)N1N=C(C(=C1)OC)Br 1-benzyl-3-bromo-4-methoxy-pyrazole